4,6-dimethoxypyrimidin-2-thiol COC1=NC(=NC(=C1)OC)S